tert-butyl 4-[2-methyl-3-(p-tolylsulfonyloxy)propyl]piperidine-1-carboxylate CC(CC1CCN(CC1)C(=O)OC(C)(C)C)COS(=O)(=O)C1=CC=C(C=C1)C